C(C)OC1=NC2=C(N1CCN)C=C(C=C2)OC 2-(2-ethoxy-6-methoxybenzoimidazol-1-yl)ethylamine